FC1(CCC1)CNC=1N=CC2=C(N1)NC=C2C=2C=C(C=1N(C2)C=CN1)F N-((1-fluorocyclobutyl)methyl)-5-(8-fluoroimidazo[1,2-a]pyridin-6-yl)-7H-pyrrolo[2,3-d]pyrimidin-2-amine